2-(6-chloro-8-(trifluoromethoxy)imidazo[1,2-a]pyridin-2-yl)-N-(3-cyclopropyl-2H-pyrazol-5-yl)propanamide ClC=1C=C(C=2N(C1)C=C(N2)C(C(=O)NC=2C=C(NN2)C2CC2)C)OC(F)(F)F